BrC=1C=C(C(C2=CC3=CC(=CC=C3C12)C(C)(C)C)=O)C(C)(C)C 4-Bromo-2,7-di-t-butylfluorenon